C1(CC1)COC=1C(=NC(=NC1)NS(=O)(=O)CC)C1=CN(C(C2=CC=CC=C12)=O)C N-[5-(cyclopropylmethoxy)-4-(2-methyl-1-oxoisoquinolin-4-yl)pyrimidin-2-yl]ethanesulfonamide